4-((1,1-dioxidotetrahydro-2H-thiopyran-4-yl)ethynyl)-6-methylpicolinic acid O=S1(CCC(CC1)C#CC1=CC(=NC(=C1)C)C(=O)O)=O